[N+](=O)([O-])C1=C(C(=CC(=C1)[N+](=O)[O-])[N+](=O)[O-])S(=O)(=O)Cl 2,4,6-trinitrobenzenesulfonyl chloride